2-(3,5-dimethylphenyl)-1H-indene CC=1C=C(C=C(C1)C)C=1CC2=CC=CC=C2C1